CC=1C=C(C=CC1)C(=CC(=O)OCC)N ethyl 3-(3-methylphenyl)-3-aminoacrylate